NC=1C=C(C=C(C1)C(F)(F)F)[C@@H](C)NC1=NC(=NC2=C3C(=C(C=C12)C1CCOCC1)CCC3)C (R)-N-(1-(3-amino-5-(trifluoromethyl)phenyl)ethyl)-2-methyl-6-(tetrahydro-2H-pyran-4-yl)-8,9-dihydro-7H-cyclopenta[H]quinazolin-4-amine